ClC=1C=C(C=C(C1)F)N(C(C)=O)C1=NC=CC(=C1)NC(CC1=C(C(=CC=C1)F)Cl)=O N-(3-chloro-5-fluorophenyl)-N-{4-[2-(2-chloro-3-fluorophenyl)acetylamino]pyridin-2-yl}acetamide